(4-chloro-3-(trifluoromethyl)phenyl)-2-(4-((6,7-dimethoxyquinazolin-4-yl)oxy)-2-fluorophenyl)-2-oxoacetamide ClC1=C(C=C(C=C1)NC(C(=O)C1=C(C=C(C=C1)OC1=NC=NC2=CC(=C(C=C12)OC)OC)F)=O)C(F)(F)F